C1(=CC=CC=C1)[P+](C=1SC=CC1)(C1=CC=CC=C1)C1=CC=CC=C1 triphenyl-(2-thienyl)phosphonium